C(C=C)B(O)O allylboronic acid